N1=CC(=CC=C1)C1=CN=C2N1N=C(C=C2)C=2C=C(C=CC2)O 3-[3-(3-pyridyl)imidazo[1,2-b]pyridazin-6-yl]phenol